C[C@H]1C[C@@]2(CN1)CC=1C(=CN(C(C1)=O)C)O2 (2R,5'S)-5',6-Dimethyl-3H-spiro[furo[2,3-c]pyridine-2,3'-pyrrolidin]-5(6H)-one